[3-(methacryloylamino)propyl]dimethyl(3-sulfopropyl)ammonium hydroxide salt [OH-].C(C(=C)C)(=O)NCCC[N+](CCCS(=O)(=O)O)(C)C